FC1=C(C=CC=O)C=C(C=C1)F 2,5-Difluoro-cinnamaldehyde